isopropyl (Z)-7-((1R,2R,3R,5S)-2-((R)-3-((ethoxycarbonyl)oxy)-5-phenylpentyl)-3,5-dihydroxycyclopentyl)hept-5-enoate C(C)OC(=O)O[C@H](CC[C@@H]1[C@H]([C@H](C[C@H]1O)O)C\C=C/CCCC(=O)OC(C)C)CCC1=CC=CC=C1